C(C)OC(C(C(CC1(CC1)CO[Si](C1=CC=CC=C1)(C1=CC=CC=C1)C(C)(C)C)Br)=O)=O bromo-4-(1-{[(tert-butyldiphenylsilyl)oxy]methyl}cyclopropyl)-2-oxobutanoic acid ethyl ester